ClC=1C(=CC=C2N=CC(=NC12)C=1C=NN(C1)C1CCN(CC1)C(=O)OC(C)(C)C)O tert-butyl 4-[4-(8-chloro-7-hydroxy-quinoxalin-2-yl)pyrazol-1-yl]piperidine-1-carboxylate